[O-]S(=O)(=O)C(F)(F)F.FC([S+]1C2=C(C3=C1C=CC=C3)C=CC=C2)(F)F S-(trifluoromethyl)dibenzothiophenium triflate